diethyl 2,2'-(ethane-1,2-diylbis(5-carbamoyl-4-methoxy-1H-benzo[d]imidazole-1,2-diyl))bis(3-fluorobenzoate) C(CN1C(=NC2=C1C=CC(=C2OC)C(N)=O)C2=C(C(=O)OCC)C=CC=C2F)N2C(=NC1=C2C=CC(=C1OC)C(N)=O)C1=C(C(=O)OCC)C=CC=C1F